BrC=1C2=CN(N=C2C(=C(C1)F)F)CCCOC 4-bromo-6,7-difluoro-2-(3-methoxypropyl)indazole